OC(C(=O)N1CC2(CC2)[C@@H]([C@@H]1CC=1C(=C(C=CC1)C1=CC(=CC(=C1)F)F)F)NS(=O)(=O)C1CC1)(C)C N-((6S,7S)-5-(2-hydroxy-2-methylpropanoyl)-6-((2,3',5'-trifluoro-[1,1'-biphenyl]-3-yl)methyl)-5-azaspiro[2.4]heptan-7-yl)cyclopropanesulfonamide